CC1=CC(OC2=C1C=CC(=C2)O)=O 4-methyl-7-hydroxy-2H-1-benzopyran-2-one